L-Ascorbic acid magnesium diphosphate [O-]P([O-])(=O)OP(=O)([O-])[O-].[Mg+2].O=C1C(O)=C(O)[C@H](O1)[C@@H](O)CO.[Mg+2]